rel-2-(3-((2R,4S)-1-(tert-Butoxycarbonyl)-2-methylpiperidine-4-carbonyl)-2-methyl-1H-pyrrolo[2,3-c]pyridin-1-yl)-5-fluorobenzoic acid C(C)(C)(C)OC(=O)N1[C@@H](C[C@H](CC1)C(=O)C1=C(N(C2=CN=CC=C21)C2=C(C(=O)O)C=C(C=C2)F)C)C |o1:8,10|